ClC1=CC=C(C2=C1C=C(O2)F)COC2=NC(=NC=C2F)C2=CCC(CC2)CC(=O)OCC ethyl 2-(4-(4-((4-chloro-2-fluorobenzofuran-7-yl)methoxy)-5-fluoropyrimidin-2-yl)cyclohex-3-en-1-yl)acetate